4-[(1R,6R)-3-methyl-6-(1-methylethenyl)-2-cyclohexen-1-yl]-5-pentyl-1,3-benzenediol CC1=C[C@H]([C@@H](CC1)C(=C)C)C1=C(C=C(C=C1CCCCC)O)O